1-[6-({1-[6-(difluoromethyl)pyridin-3-yl]-4-methyl-1H-1,2,3-triazol-5-yl}methoxy)-3,4-dihydro-2,7-naphthyridin-2(1H)-yl]propan-1-one FC(C1=CC=C(C=N1)N1N=NC(=C1COC=1C=C2CCN(CC2=CN1)C(CC)=O)C)F